(8-bromo-6-cyclopropyl-[1,2,4]triazolo[1,5-a]pyridin-2-yl)methanol BrC=1C=2N(C=C(C1)C1CC1)N=C(N2)CO